5-bromo-2-cyclopropyl-4-(methylthio)pyrimidine BrC=1C(=NC(=NC1)C1CC1)SC